P(=O)(OC1=CC=CC=C1)(OC1=CC=CC=C1)OC1=C(C(=CC=C1)C)C diphenyl (xylyl) phosphate